C12C(C3CC(CC(C1)C3)C2)C2=C3C=C(C(C3=CC=3CCCC23)[Si](C2C(=C(C(=C2C)C)C)C)(C)C)C (4-((5R,7r)-adamantan-2-yl)-2-methyl-1,5,6,7-tetrahydro-s-indacen-1-yl)dimethyl-(2,3,4,5-tetramethylcyclopent-2,4-dien-1-yl)silane